C[Si](CC#CCl)(C)C 3-(trimethylsilyl)propynylchloride